FC(C1(CC1)CCNC(=O)N1C=NC=C1)(F)F N-(2-(1-(trifluoromethyl)cyclopropyl)ethyl)-1H-imidazole-1-carboxamide